(7-oxo-3-(3-(methoxycarbamoyl)-pyrazol-1-yl)-1,6-diazabicyclo[3.2.1]oct-3-en-6-yl)sulfat O=C1N(C2C=C(CN1C2)N2N=C(C=C2)C(NOC)=O)OS(=O)(=O)[O-]